2-(QUINOLIN-6-YL)ACETALDEHYDE N1=CC=CC2=CC(=CC=C12)CC=O